methyl 5-bromo-6-(4-(tert-butyl) phenyl)-2-methylnicotinate BrC=1C(=NC(=C(C(=O)OC)C1)C)C1=CC=C(C=C1)C(C)(C)C